F[C@@H](CN(CC[C@@H](C(=O)O)NC1=NC(=NC=C1)C1=CC=CC=C1)CCCCC1=NC=2NCCCC2C=C1)COC (S)-4-(((S)-2-fluoro-3-methoxypropyl)(4-(5,6,7,8-tetrahydro-1,8-naphthyridin-2-yl)butyl)amino)-2-((2-phenylpyrimidin-4-yl)amino)butanoic acid